O=C(CC1=CC=CC=C1)NC=1C=NC=CC1 4-(2-oxo-2-(pyridin-3-ylamino)ethyl)benzene